6-(4-(4-fluorophenyl)-4-hydroxypiperidin-1-yl)-N-(2-methoxyethyl)pyrazine-2-carboxamide FC1=CC=C(C=C1)C1(CCN(CC1)C1=CN=CC(=N1)C(=O)NCCOC)O